N-(6,6-difluoro-5-(naphthalen-2-yl)hex-5-en-1-yl)-N-phenylaniline FC(=C(CCCCN(C1=CC=CC=C1)C1=CC=CC=C1)C1=CC2=CC=CC=C2C=C1)F